N-(2-(4-ethylpiperazine-1-yl)-5-((6-((R)-3-(3-ethynylphenyl)isoxazolidine-2-yl)pyrimidine-4-yl)amino)-4-methoxyphenyl)acrylamide C(C)N1CCN(CC1)C1=C(C=C(C(=C1)OC)NC1=NC=NC(=C1)N1OCC[C@@H]1C1=CC(=CC=C1)C#C)NC(C=C)=O